CN1N=C(C=C1C)NC(=O)C1CCC[C@H]2[C@@H]3CC[C@@H]4C[C@@](CC[C@@]4([C@H]3CC[C@]12C)CC)(O)COCC (4aS,4bS,6aR,8R,10aS,10bS,12aS)-N-(1,5-dimethyl-1H-pyrazol-3-yl)-8-(ethoxymethyl)-10a-ethyl-8-hydroxy-12a-methyloctadecahydrochrysene-1-carboxamide